FC1=C(C(=CC(=C1)F)OCCO)C=1C2=C(C(=NC1C1=NN3C([C@H](N(CC3)C(C=C)=O)C)=C1)C=1C=C3C=NN(C3=CC1)C)C=CS2 1-((R)-2-((S)-7-(2,4-difluoro-6-(2-hydroxyethoxy)phenyl)-4-(1-methyl-1H-indazol-5-yl)thieno[3,2-c]pyridin-6-yl)-4-methyl-6,7-dihydropyrazolo[1,5-a]pyrazin-5(4H)-yl)prop-2-en-1-one